S(=O)(=O)([O-])C1=CC=C(C)C=C1.COC1=NC(=NC(=N1)OC)[N+]1(CCOCC1)C 4-(4,6-dimethoxy-1,3,5-triazin-2-yl)-4-methylmorpholinium tosylate